(5-chloro-2-methoxy-4-methylpyridine-3-yl)(2,3,4-trimethoxy-6-methylphenyl)methanol ClC=1C(=C(C(=NC1)OC)C(O)C1=C(C(=C(C=C1C)OC)OC)OC)C